ethyl 2,3-dideoxy-2,3-di-acetamido-β-D-mannopyranoside C(C)(=O)N[C@@H]1[C@H](OCC)O[C@@H]([C@H]([C@@H]1NC(C)=O)O)CO